N-{[(1R,2R,3S,4R)-2,3-dihydroxy-4-[4-(methylamino)pyrrolo[2,3-d]pyrimidin-7-yl]cyclopentyl]methyl}piperidine-3-carboxamide O[C@@H]1[C@H](C[C@H]([C@@H]1O)N1C=CC2=C1N=CN=C2NC)CNC(=O)C2CNCCC2